BrC1=CC(=C2CCN(CC2=C1)CC(=O)OC)C methyl 2-(7-bromo-5-methyl-3,4-dihydroisoquinolin-2(1H)-yl)acetate